C[C@@H]1OCCC2=CC(=CC(=C12)CC(=O)OC)C methyl (S)-2-(1,6-dimethylisochroman-8-yl)acetate